C1(CC1)S(=O)(=O)N1N=CC(=C1)C1=NC=CC=N1 2-(1-(Cyclopropylsulfonyl)-1H-pyrazol-4-yl)pyrimidin